Cl.OC1=C(CCN)C=CC(=C1)O 2,4-dihydroxyphenethylamine hydrochloride